dimethyl-phosphine sulfide trifluoroacetate FC(C(=O)O)(F)F.CP(C)=S